(Rac)-2-(4-chloro-1-(pent-4-en-1-yl)-2,3-dihydro-1H-inden-1-yl)acetic acid ClC1=C2CC[C@](C2=CC=C1)(CCCC=C)CC(=O)O |r|